C(=CC)C1=C(C)C(=CC(=C1)C=CC)C=CC 2,4,6-tripropenyltoluene